1,9-bis-(2-pyridinyl)-2,5,8-trithianonane N1=C(C=CC=C1)CSCCSCCSCC1=NC=CC=C1